di-(4-octyl)phenyl-phosphine CCCC(CCCC)P(C1=CC=CC=C1)C(CCC)CCCC